ClC=1C=C(C#N)C=C(C1C=O)F 3-chloro-5-fluoro-4-formyl-benzonitrile